BrC=1C=C(C=C(C1OC)OC)[C@@H](C)N[S@@](=O)C(C)(C)C (S)-N-[(1R)-1-(3-bromo-4,5-dimethoxy-phenyl)ethyl]-2-methyl-propane-2-sulfinamide